8-((2-fluoro-4-methoxyphenyl)sulfonyl)-N-methyl-N-(2-oxaspiro[3.3]hept-6-yl)-1-oxa-8-azaspiro[4.5]decan-3-amine FC1=C(C=CC(=C1)OC)S(=O)(=O)N1CCC2(CC(CO2)N(C2CC3(COC3)C2)C)CC1